COC1=C(C=C(C(=C1)OC)NC1=NC=CC(=N1)C1=CN(C2=CC=CC=C12)C)N 4,6-Dimethoxy-N1-(4-(1-methyl-1H-indol-3-yl)pyrimidin-2-yl)benzene-1,3-diamine